CN(C(=O)NC=1C=NC=C(C1)C(F)(F)F)C1CC2(CN(C2)C(=O)C=2C=NN3C2C=C(C=C3)N3CCCC3)C1 1-methyl-1-(2-(5-(pyrrolidin-1-yl)pyrazolo[1,5-a]pyridine-3-carbonyl)-2-azaspiro[3.3]heptan-6-yl)-3-(5-(trifluoromethyl)pyridin-3-yl)urea